CC(CCOC(\C=C\C1=CC=C(C=C1)OC)=O)CC\C=C(\CCC=C(C)C)/C (E)-3,7,11-Trimethyldodeca-6,10-dien-1-yl-(E)-3-(4-methoxyphenyl)acrylat